(9H-fluoren-9-yl)methyl ((S)-1-(((S)-1-((4-(((benzylcarbamoyl)oxy)methyl)phenyl)amino)-1-oxo-5-ureidopentan-2-yl)amino)-3-methyl-1-oxobutan-2-yl)carbamate C(C1=CC=CC=C1)NC(=O)OCC1=CC=C(C=C1)NC([C@H](CCCNC(=O)N)NC([C@H](C(C)C)NC(OCC1C2=CC=CC=C2C=2C=CC=CC12)=O)=O)=O